C1(CCC1)N1CC(C1)C(=O)N(C1=CC=CC=C1)CC=1N=C2N(C=CC(=C2)C=2OC(=NN2)C(F)F)C1 1-cyclobutyl-N-((7-(5-(difluoromethyl)-1,3,4-oxadiazol-2-yl)imidazo[1,2-a]pyridin-2-yl)methyl)-N-phenylazetidin-3-carboxamide